CC(C)(C1=CC=CC=C1)C=1C(=C(C=C(C1)C(C)(C)C1=CC=CC=C1)N1N=C2C(=N1)C=CC=C2)O 2-(3',5'-bis(1-methyl-1-phenylethyl)-2'-hydroxyphenyl)benzotriazole